4-Chloro-1-methyl-2-oxo-1,2-dihydroquinoline-3-carboxamide ClC1=C(C(N(C2=CC=CC=C12)C)=O)C(=O)N